C(C)(=O)N[C@@H]1[C@H](CC(C(O)=O)(O)O[C@H]1[C@H](O)[C@H](O)CN=[N+]=[N-])O N-acetyl-9-azido-9-deoxyneuraminic acid